1-hexadecyl-2,3-dimethyl-imidazole hexafluorophosphate F[P-](F)(F)(F)(F)F.C(CCCCCCCCCCCCCCC)N1C(N(C=C1)C)C